(-)-3-(3-chloro-2-methoxyanilino)-2-{3-[2-(oxetan-2-yl)ethoxy]pyridin-4-yl}-1,5,6,7-tetrahydro-4H-pyrrolo[3,2-c]pyridin-4-one ClC=1C(=C(NC2=C(NC3=C2C(NCC3)=O)C3=C(C=NC=C3)OCCC3OCC3)C=CC1)OC